C(C(=C)C)(=O)OCCCN(CCC(=O)[N-]S(=O)(=O)C1=CC=CC=C1)C (3-((2-(methacryloyloxy)ethyl)dimethylamino)propionyl)(benzenesulfonyl)amide